4'-(trifluoromethoxy)-N-(3,4,5-trimethoxyphenyl)-[1,1'-biphenyl]-4-sulfonamide FC(OC1=CC=C(C=C1)C1=CC=C(C=C1)S(=O)(=O)NC1=CC(=C(C(=C1)OC)OC)OC)(F)F